C(C1=CC=CC=C1)OC=1C=C2C=C(N(C2=CC1)C1=CC(=C(C=C1)F)C)C1CCS(CC1)(=O)=O 4-(5-(benzyloxy)-1-(4-fluoro-3-methylphenyl)-1H-indol-2-yl)tetrahydro-2H-thiopyran 1,1-dioxide